ClC1=CC=C(CN2CCN(C3=CC=CC=C23)C(CCN2CCCC2)=O)C=C1 1-(4-(4-chlorobenzyl)-3,4-dihydroquinoxaline-1(2H)-yl)-3-(pyrrolidin-1-yl)propan-1-one